N1=C(C=CC=C1)C1=NC=CC=C1C1=NC=CC=C1C1=NC=CC=C1 Quaterpyridin